BrCC\C=C\CCCCCCCCCC(OCCCCCC)OCCCCCC (3E)-1-bromo-14,14-dihexyloxy-3-tetradecene